C1=C(C=CC2=CC=CC=C12)C1=CC=C(C=C1)N (4-naphthalen-2-yl-phenyl)amine